4-ethynyl-benzenemethanamine C(#C)C1=CC=C(C=C1)CN